P(=O)(O)(O)OC(C)CCCCCC secondary octanol phosphate